3-(2-Oxo-5-(2-(trifluoromethyl)pyrrolidin-1-yl)benzo[cd]indol-1(2H)-yl)piperidine-2,6-dione O=C1N(C2=CC=CC=3C2=C1C=CC3N3C(CCC3)C(F)(F)F)C3C(NC(CC3)=O)=O